C1CCN2C3=C(C(=C12)C1=NOC(=N1)C1CN2CCC1CC2)C=CC=C3 3-(3-{1H,2H,3H-benzo[b]pyrrolizin-9-yl}-1,2,4-oxadiazol-5-yl)-1-azabicyclo[2.2.2]octane